FC=1C=CC2=C(NC(=NS2(=O)=O)NCC2=CC(=CC=C2)F)C1[C@H](C)C1=CC=C(C=C1)N1CCOCC1 (R)-6-fluoro-3-((3-fluorobenzyl)amino)-5-(1-(4-morpholinophenyl)ethyl)-4H-benzo[e][1,2,4]thiadiazine 1,1-dioxide